1-(2,4-dihydroxyphenyl)-3,5-dichloro-s-triazine OC1=C(C=CC(=C1)O)N1CN(CN(C1)Cl)Cl